3-Cyclohexene-1-propanal C1(CC=CCC1)CCC=O